tert-butyl N-[rac-(3R,5R)-1-[3-[[3-(difluoromethyl)-1-(4-formylcyclohexyl)pyrazol-4-yl]carbamoyl]pyrazolo[1,5-a]pyrimidin-5-yl]-5-fluoro-3-piperidyl]carbamate FC(C1=NN(C=C1NC(=O)C=1C=NN2C1N=C(C=C2)N2C[C@@H](C[C@H](C2)F)NC(OC(C)(C)C)=O)C2CCC(CC2)C=O)F |r|